N-(5-(3-(6-azaspiro[2.5]octan-6-yl)propanamido)-2-methylpyridin-3-yl)-2-(1-methyl-1H-pyrazol-4-yl)pyrazolo[5,1-b]thiazole-7-carboxamide C1CC12CCN(CC2)CCC(=O)NC=2C=C(C(=NC2)C)NC(=O)C=2C=NN1C2SC(=C1)C=1C=NN(C1)C